Cl.O=C1NC(CCC1N1C(N(C2=C1C=CC(=C2)N2CCC(CC2)CCCC=O)C)=O)=O 4-[1-[1-(2,6-dioxo-3-piperidyl)-3-methyl-2-oxo-benzimidazol-5-yl]-4-piperidyl]butanal hydrochloride